NC=1C(NC2=CC(=CN=C2C1C1=C2C=NNC2=C(C=C1Cl)F)Cl)=O 3-Amino-7-chloro-4-(5-chloro-7-fluoro-1H-indazol-4-yl)-1H-1,5-naphthyridin-2-one